Chloro-3-methyl-4-nitro-1-(tetrahydro-2H-pyran-2-yl)-1H-pyrazole ClC1=C(C(=NN1C1OCCCC1)C)[N+](=O)[O-]